(2S,3aR,6R,6aS)-6-(hydroxymethyl)-2-methoxy-6a-methyl-4-oxohexahydro-5H-furo[2,3-c]Pyrrole-5,6-dicarboxylic acid 5-tert-butyl 6-methyl ester COC(=O)[C@@]1(N(C([C@H]2[C@@]1(O[C@@H](C2)OC)C)=O)C(=O)OC(C)(C)C)CO